COC1=C(C2=CC=CC=C2C=C1)[Mg]Br 2-methoxy-1-naphthyl-magnesium bromide